(6-Chloropyridazin-3-yl)-2,6-diazaspiro[3.3]heptane-2-carboxylic acid tert-butyl ester C(C)(C)(C)OC(=O)N1C(C2(C1)CNC2)C=2N=NC(=CC2)Cl